N1=C(N=CC(=C1)[C@H]1[C@@H](C1)C=1C=C(C(=C(C1)N1C[C@@H](CC1)O)F)Cl)C1=NC=CC=N1 trans-(3R)-1-(5-(2-([2,2'-Bipyrimidin]-5-yl)cyclopropyl)-3-chloro-2-fluorophenyl)pyrrolidin-3-ol